4-(aminomethyl)-6-(5-phenylisothiazol-4-yl)phthalazin-1(2H)-one NCC1=NNC(C2=CC=C(C=C12)C=1C=NSC1C1=CC=CC=C1)=O